NC1=NC=2C=C(C(=CC2C2=C1C=NN2C)C(=O)N([C@H]2CCOC1=CC(=CC=C21)C(F)(F)F)C)F 4-amino-7-fluoro-N,1-dimethyl-N-((4S)-7-(trifluoromethyl)-3,4-dihydro-2H-chromen-4-yl)-1H-pyrazolo[4,3-c]quinoline-8-carboxamide